FC([C@@H]1OC(OC1)(C)C)F (4R)-4-(difluoromethyl)-2,2-dimethyl-1,3-dioxolane